1,4-dihydro-2,6-dimethyl-4-(3-nitrophenyl)-3,5-pyridinedicarboxylic acid 2-[(3,3-diphenylpropyl) methylamino]-1,1-dimethylethyl methyl ester hydrochloride Cl.COC(=O)C=1C(C(=C(NC1C)C)C(=O)OC(CN(C)CCC(C1=CC=CC=C1)C1=CC=CC=C1)(C)C)C1=CC(=CC=C1)[N+](=O)[O-]